C(C)(C)(C)OC(NCCC1=CC(=CC=C1)OCCN1CC(C1)N(C)C)=O 3-(2-(3-(dimethylamino)azetidin-1-yl)ethoxy)phenethylcarbamic acid tert-butyl ester